C(C1=CC=CC=C1)C1N(CCNC1)C(=O)OC(C)(C)C tert-butyl 2-benzylpiperazine-1-carboxylate